C1(CC1)C=1C(=NC(=NC1)NC=1C(=NN(C1)C1CCNCC1)C)NCCCNC(=O)C1CCC1 N-(3-((5-cyclopropyl-2-((3-methyl-1-(piperidin-4-yl)-1H-pyrazol-4-yl)amino)pyrimidin-4-yl)amino)propyl)cyclobutanecarboxamide